2'-[6-amino-5-(trifluoromethyl)pyridin-3-yl]-N-[(1S)-1-phenylethyl]-5',6'-dihydrospiro[pyrrolidine-3,4'-pyrrolo[1,2-b]pyrazole]-1-carboxamide NC1=C(C=C(C=N1)C=1C=C2N(N1)CCC21CN(CC1)C(=O)N[C@@H](C)C1=CC=CC=C1)C(F)(F)F